CC1=C2C(N(C=NC2=CC=C1)CCCC=C)=O 5-methyl-3-(pent-4-en-1-yl)quinazolin-4(3H)-one